1,2-dihydroxy-3-butene OCC(C=C)O